N-(5-(2-(2-ethylmorpholino)acetamido)-2-methylpyridin-3-yl)-2-(1-methyl-1H-pyrazol-4-yl)pyrazolo[5,1-b]Thiazole-7-carboxamide C(C)C1OCCN(C1)CC(=O)NC=1C=C(C(=NC1)C)NC(=O)C=1C=NN2C1SC(=C2)C=2C=NN(C2)C